FC=1C=C(N)C=CC1OC=1C2=C(N=CN1)C=C(C(=N2)OC)OCCOC 3-Fluoro-4-((6-methoxy-7-(2-methoxyethoxy)pyrido[3,2-d]pyrimidin-4-yl)oxy)aniline